N1=CC(=C2N1C=CC=N2)N pyrazolo[1,5-a]Pyrimidin-3-amine